COC(C1=CC(=C(C=C1)Br)OCCN(C)C)=O 4-bromo-3-(2-(dimethylamino)ethoxy)benzoic acid methyl ester